CC(C)(C1=CC=NC=C1)NC(O)=O.C(N)(OC)=O methyl carbamate 1-methyl-1-(4-pyridyl)ethyl-carbamate